N1(C=NC=C1)C1CN(C1)C=1C2=C(N=C(N1)OCC13CCCN3CCC1)C(=C(N=C2)C2=CC=CC1=CC=CC(=C21)F)F 4-(3-(1H-imidazol-1-yl)azetidin-1-yl)-8-fluoro-7-(8-fluoronaphthalen-1-yl)-2-((hexahydro-1H-pyrrolizine-7a-yl)methoxy)pyrido[4,3-d]-Pyrimidine